tert-butyl 2-(2-(2-isopropylphenyl)-6-oxo-4-((5,6,7,8-tetrahydronaphthalen-2-yl) methyl) piperazin-1-yl)-7-azaspiro[3.5]nonane-7-carboxylate C(C)(C)C1=C(C=CC=C1)C1N(C(CN(C1)CC1=CC=2CCCCC2C=C1)=O)C1CC2(C1)CCN(CC2)C(=O)OC(C)(C)C